ClC1=CC=C(C=C1)S(=O)(=O)CC1=NN=C(O1)S 5-(((4-chlorophenyl)sulfonyl)methyl)-1,3,4-oxadiazole-2-thiol